C(C)OC(C(C=O)=O)C 3-Ethoxy-α-ketobutyraldehyde